OC1=CC2=C(N=C(O2)NC2=C(C=CC=C2)OC)C=C1C(=O)OCC ethyl 6-hydroxy-2-((2-methoxyphenyl)amino)benzo[d]Oxazole-5-carboxylate